N-[2-(trifluoromethyl)benzyl]-5-({[2-(trifluoromethyl)phenyl]carbonyl}amino)-2,3-dihydro-1-benzofuran-7-carboxamide FC(C1=C(CNC(=O)C2=CC(=CC=3CCOC32)NC(=O)C3=C(C=CC=C3)C(F)(F)F)C=CC=C1)(F)F